4-ethoxy-2-[3-(1-ethyl-3,5-dimethyl-pyrazol-4-yl)pyrazolo[1,5-a]pyridin-5-yl]thiazole-5-carboxylic acid C(C)OC=1N=C(SC1C(=O)O)C1=CC=2N(C=C1)N=CC2C=2C(=NN(C2C)CC)C